tin (IV) bromide [Sn](Br)(Br)(Br)Br